O=C1NC(CCC1NC1=NC(=CC=C1CCS(=O)(=O)O)F)=O.FC(SN1C=CC2=CC=CC=C12)(F)F N-trifluoromethylthioindole (2-((2,6-dioxopiperidin-3-yl)amino)-6-fluoropyridin-3-yl)methyl-methanesulfonate